tetraneopentyl-zirconium C(C(C)(C)C)[Zr](CC(C)(C)C)(CC(C)(C)C)CC(C)(C)C